2-amino-4-(methylthio)-7,8-dihydroquinazolin-5(6H)-one NC1=NC=2CCCC(C2C(=N1)SC)=O